CS(=O)(=O)OCCCCC(C)(O)C1=CC(=C(C(=C1)F)OC)Br 5-(3-bromo-5-fluoro-4-methoxyphenyl)-5-hydroxyhexyl methanesulfonate